C1(=CC=CC=C1)C(=CC1=CC=C(C=C1)C1=CC=C(C=C1)C1C=2C(CCCC2NC=2CCCC(C12)=O)=O)C1=CC=CC=C1 9-(4'-(2,2-diphenylvinyl)-[1,1'-biphenyl]-4-yl)-3,4,6,7,9,10-hexahydroacridine-1,8(2H,5H)-dione